C(C1=C(C(=CC(=C1)C)C(C)(C)C)O)C1=C(C(=CC(=C1)C)C(C)(C)C)O methylene-bis(4-methyl-6-tert-butylphenol)